2-(2-benzoxazolyl)phenylphenol O1C(=NC2=C1C=CC=C2)C2=C(C=CC=C2)C2=C(C=CC=C2)O